N1(CCCC1)C(=O)OCCCN1C(C(NC2=CC=CC=C12)=O)=O 3-(2,3-dioxo-3,4-dihydroquinoxalin-1(2H)-yl)propyl pyrrolidine-1-carboxylate